3-Butyl-3-ethyl-7-(methylsulfanyl)-5-phenyl-2,3,4,5-tetrahydro-1,5-benzothiazepine-8-carboxylic acid methyl ester 1,1-dioxide COC(=O)C1=CC2=C(N(CC(CS2(=O)=O)(CC)CCCC)C2=CC=CC=C2)C=C1SC